BrC=1C=C(C=CC1)C(C)(C1CCC1)C=1N(C(=NN1)S)C 5-(1-(3-bromophenyl)-1-cyclobutylethyl)-4-methyl-4H-1,2,4-triazole-3-thiol